methyl-tert-butyl-(methylthio)sulfonium tetrafluoroborate F[B-](F)(F)F.C[S+](SC)C(C)(C)C